O[C@@H](CN(CCOCCOC12CC3(CC(C[C@H](C1)C3)C2)N(C(OC(C)(C)C)=O)CC(=O)N2[C@@H](CCC2)C#N)C[C@@H]([C@H]([C@@H]([C@@H](CO)O)O)O)O)[C@H]([C@@H]([C@@H](CO)O)O)O Tert-butyl ((1S,3R,5S)-3-(2-(2-(bis((2S,3R,4R,5R)-2,3,4,5,6-pentahydroxyhexyl)amino)ethoxy)ethoxy)adamantan-1-yl)(2-((S)-2-cyanopyrrolidin-1-yl)-2-oxoethyl)carbamate